COC(=O)C1=CC2=C(N=C(N2CCOC)CC2=NC=C(C=C2F)C2=NC(=CC=C2)OCC2=C(C=C(C=C2)C#N)F)C=C1 2-{[5-[6-[(4-cyano-2-fluoro-phenyl)methoxy]-2-pyridinyl]-3-fluoro-2-pyridinyl]methyl}-3-(2-methoxyethyl)benzimidazole-5-carboxylic acid methyl ester